C(C)N1C=2N(C(N=C(C2N=C1CC#N)N1[C@H](CN([C@@H](C1)C)C(C)C1=CC2=C(OC(O2)(C)C)C=C1F)C)=O)C 2-(9-ethyl-6-((2S,5R)-4-(1-(6-fluoro-2,2-dimethylbenzo[d][1,3]dioxol-5-yl)ethyl)-2,5-dimethylpiperazin-1-yl)-3-methyl-2-oxo-3,9-dihydro-2H-purin-8-yl)acetonitrile